C1(=CC=CC=C1)SC1=CC=C(C=C1)C(C(CC1CCCC1)=O)=O 1-[4-(phenylsulfanyl)phenyl]-3-cyclopentylpropane-1,2-dione